(S)-(6,7-dichloro-1-methyl-9-(methylthio)-1,3,4,5-tetrahydro-2H-pyrido[4,3-b]indol-2-yl)(5-methoxypyrimidin-2-yl)methanone ClC1=C(C=C(C=2C3=C(NC12)CCN([C@H]3C)C(=O)C3=NC=C(C=N3)OC)SC)Cl